OC=1C(=C(C=CC1)C(=C(C1=CC=CC=C1)C1=CC=CC=C1)C1=CC=CC=C1)O dihydroxyl-tetraphenyl-ethylene